3-(5,6-dimethoxy-1-oxoisoindolin-2-yl)piperidine-2,6-dione COC=1C=C2CN(C(C2=CC1OC)=O)C1C(NC(CC1)=O)=O